tert-butyl ((R)-4-morpholino-1,4-dioxo-1-(((S)-4-phenyl-1-(4,4,5,5-tetramethyl-1,3,2-dioxaborolan-2-yl)butyl)amino)butan-2-yl)carbamate O1CCN(CC1)C(C[C@H](C(N[C@H](CCCC1=CC=CC=C1)B1OC(C(O1)(C)C)(C)C)=O)NC(OC(C)(C)C)=O)=O